BrC1=CSC2=C1C(N(C=C2)CC)=O 3-Bromo-5-ethylthieno[3,2-c]pyridin-4(5H)-one